C1(=CC=CC=C1)N1C(=NC2=C1C=CC=C2)C2=CC(=CC(=C2)C2=NC1=C(N2C2=CC=CC=C2)C=CC=C1)C1=NC2=C(N1C1=CC=CC=C1)C=CC=C2 1,3,5-tris(phenyl-1H-benzimidazol-2-yl)benzene